2-Phenylmorpholin-5,5-d2 C1(=CC=CC=C1)C1CNC(CO1)([2H])[2H]